(2,2-dimethyloxetan-4-yl)-N-ethyl-6-methyl-4-[(1-methylcyclopropyl)amino]furo[2,3-d]pyrimidine-5-carboxamide CC1(OC(C1)C=1N=C(C2=C(N1)OC(=C2C(=O)NCC)C)NC2(CC2)C)C